(2-amino-6-(3-fluoro-2-methylphenyl)imidazo[1,2-a]pyridin-3-yl)((1R,2S)-2-fluorocyclopropyl)methanone NC=1N=C2N(C=C(C=C2)C2=C(C(=CC=C2)F)C)C1C(=O)[C@@H]1[C@H](C1)F